C(C)(=O)O[C@H](COC(C)=O)C1=CC(=CC=C1)[C@](C(=O)NNC)(CCCC(CS(=O)(=O)CCO)(C)C)C (S)-1-(3-((R)-7-((2-hydroxyethyl)sulfonyl)-2,6,6-trimethyl-1-(2-methylhydrazineyl)-1-oxoheptan-2-yl)phenyl)ethane-1,2-diyl diacetate